OC1=C(C=C(C=C1)C(CCC(=O)N)(C)C1=CC(=C(C=C1)O)C(C)(C)C)C(C)(C)C 4,4-bis(4'-hydroxy-3'-tert-butyl-phenyl)pentanoic acid amide